tert-butyl ((1R,4r)-4-(((2S*,4R*)-2-methyl-1-propionyl-1,2,3,4-tetrahydroquinolin-4-yl)amino)cyclohexyl)carbamate C[C@@H]1N(C2=CC=CC=C2[C@@H](C1)NC1CCC(CC1)NC(OC(C)(C)C)=O)C(CC)=O |o1:1,9|